C(C)[C@H]1CN(CCN1C)C=1C=CC2=C(C1C)OC(C=1CN(CCC12)C(=O)OC(C)(C)C)=O tert-Butyl 8-[(3S)-3-ethyl-4-methylpiperazin-1-yl]-7-methyl-5-oxo-1,5-dihydro-2H-chromeno[3,4-c]pyridine-3(4H)-carboxylate